N[C@H]1C[C@H](CCC1)C(SCC1=CC=C(C=C1)C(NCCN)=O)=O S-(4-((2-aminoethyl)carbamoyl)benzyl) (1S,3R)-3-aminocyclohexane-1-carbothioate